N-((1-fluorocyclopropyl)methyl)-2-methyl-5-((4-methylthiazol-5-yl)methoxy)benzofuran FC1(CC1)CN1CSC(=C1C)COC=1C=CC2=C(C=C(O2)C)C1